(S)-N-(1-(3-(cyclopropanesulfonamido)phenyl)-3-(dimethylamino)propyl)-5-(6-ethoxypyrazin-2-yl)thiazole-2-carboxamide C1(CC1)S(=O)(=O)NC=1C=C(C=CC1)[C@H](CCN(C)C)NC(=O)C=1SC(=CN1)C1=NC(=CN=C1)OCC